1-(4-(7-(3-hydroxynaphthalen-1-yl)-2-((1-methylpyrrolidin-2-yl)methoxy)-5,6,7,8-tetrahydroquinazolin-4-yl)-3-methylpiperazin-1-yl)prop-2-en-1-one OC=1C=C(C2=CC=CC=C2C1)C1CCC=2C(=NC(=NC2C1)OCC1N(CCC1)C)N1C(CN(CC1)C(C=C)=O)C